1,3-ditrifluoromethyl-toluene FC(C1(C)CC(=CC=C1)C(F)(F)F)(F)F